FC(=C(C1=CC=C(C=C1)F)N1N=CC(=C1)I)C 1-(2-fluoro-1-(4-fluorophenyl)prop-1-en-1-yl)-4-iodo-1H-pyrazole